CP(C1=CC(=CC=C1)C1=NC(=NC(=N1)C1=CC=CC=C1)C1=CC(=CC=C1)C1(C2=CC=CC=C2C=2C=CC=CC12)C1=CC=CC=C1)(C)=O Dimethyl-(3-(4-phenyl-6-(3-(9-phenyl-9H-fluoren-9-yl)phenyl)-1,3,5-triazin-2-yl)phenyl)phosphine oxide